1-bromo-2-iodo-3-(methoxymethyloxy)benzene BrC1=C(C(=CC=C1)OCOC)I